(4-benzhydrylpiperazin-1-yl)(furan-2-yl)methanone C(C1=CC=CC=C1)(C1=CC=CC=C1)N1CCN(CC1)C(=O)C=1OC=CC1